[Pt]([3H])[3H] platinum tritide